FC=1C=C(OC2=NC(=NC(=C2)C(F)(F)F)N2CCC(CC2)(O)CCC(=O)N)C=CC1 ({1-[4-(3-fluorophenoxy)-6-(trifluoromethyl)pyrimidin-2-yl]-4-hydroxypiperidin-4-yl}methyl)acetamide